N-[2,5-difluoro-4-(trifluoromethyl)phenyl]-5-[3-(trifluoromethyl)phenyl]-1H-pyrrole-3-sulfonamide FC1=C(C=C(C(=C1)C(F)(F)F)F)NS(=O)(=O)C1=CNC(=C1)C1=CC(=CC=C1)C(F)(F)F